N1=CC2(C=3C1=NC=CC3)CCC2 Spiro[cyclobutane-1,3'-pyrrolo[2,3-b]pyridin]